N-(4-(benzo[d]thiazol-7-yl)phenethyl)-2-ethynyl-thiazole-4-carboxamide S1C=NC2=C1C(=CC=C2)C2=CC=C(CCNC(=O)C=1N=C(SC1)C#C)C=C2